4-bromo-5-chloro-N-(ethylsulfanylcarbonimidoyl)-2,3-difluoro-benzamide BrC1=C(C(=C(C(=O)NC(=N)SCC)C=C1Cl)F)F